ClC=1C(=NC=CC1C1=C(C(=CC=C1)C1=CC=C2C(=N1)N(C=C2CNC[C@@H](C)O)C)Cl)C2=CC(=C(CNC[C@@H]1CCC(N1)=O)C=C2)OC (S)-5-(((4-(3-chloro-4-(2-chloro-3-(3-((((R)-2-hydroxypropyl)amino)methyl)-1-methyl-1H-pyrrolo[2,3-b]pyridin-6-yl)phenyl)pyridin-2-yl)-2-methoxybenzyl)amino)methyl)pyrrolidin-2-one